(R)-6-(1,2-dihydroxyethyl)-4-(5-(4-(trifluoromethyl)phenyl)-3,4-dihydroisoquinolin-2(1H)-yl)picolinamide O[C@@H](CO)C1=CC(=CC(=N1)C(=O)N)N1CC2=CC=CC(=C2CC1)C1=CC=C(C=C1)C(F)(F)F